ClC=1C(=C(C=C(C1)N)C1=CC=CC=C1N)Cl dichloro-5,6'-diaminobiphenyl